4-(3-chloro-2-fluoro-6-methoxyphenyl)-N-(5-(1,1-difluoro-2-(methylsulfonylamino)-2-oxoethyl)-1,3,4-thiadiazol-2-yl)-6-methylnicotinamide ClC=1C(=C(C(=CC1)OC)C1=CC(=NC=C1C(=O)NC=1SC(=NN1)C(C(=O)NS(=O)(=O)C)(F)F)C)F